C1(CCCCC1)CN(C(C(CC)(C)C)=O)C N-(cyclohexylmethyl)-N,2,2-trimethylbutanamide